3-amino-6-(3-(1-(2-hydroxy-2-methylpropyl)-1H-pyrazol-4-yl)phenyl)-N-((3R,4R)-4-hydroxypiperidin-3-yl)pyrazine-2-carboxamide NC=1C(=NC(=CN1)C1=CC(=CC=C1)C=1C=NN(C1)CC(C)(C)O)C(=O)N[C@@H]1CNCC[C@H]1O